5-[4-[(3S)-1-(3-fluoropropyl)pyrrolidin-3-yl]oxyphenyl]-6-(4-methoxy-2-methyl-phenyl)-8,9-dihydro-7H-benzo[7]annulene-2-carboxylic Acid hydrochloride Cl.FCCCN1C[C@H](CC1)OC1=CC=C(C=C1)C1=C(CCCC2=C1C=CC(=C2)C(=O)O)C2=C(C=C(C=C2)OC)C